C(#N)[C@H](CC1=CC=C(C=C1)C=1C=CC2=C(N(C(O2)=O)C)C1)NC(=O)C1CNC(CO1)(C)C N-[(1S)-1-cyano-2-[4-(3-methyl-2-oxo-2,3-dihydro-1,3-benzoxazol-5-yl)phenyl]ethyl]-5,5-dimethylmorpholine-2-carboxamide